C(CC1(CC2C(CC1)O2)C(=O)O)C2(CC1C(CC2)O1)C(=O)O ethylenebis(3,4-epoxycyclohexane-carboxylic acid)